C(C=C)(=O)OCCCCCCOC1=CC=C(C=C1)OC(C1=CC=C(C=C1)OCCCCCCOC(C=C)=O)=O.C(=C)[Si](OCCC)(OCCC)C vinyl-methyldipropoxysilane 4-(6-(acryloyloxy)hexyloxy)phenyl-4-(6-(acryloyloxy)hexyloxy)benzoate